CN(C1CCN(CC1)C1=CC(=CC=C1C=1C=NNC1)OC)C 4-(4-(dimethylamino)piperidin-1-yl)-2-methoxy-5-(1H-pyrazol-4-yl)benzene